C(C1=CC=CC=C1)N(C(=O)C1CCN(CC1)C1=NC=C(C(=N1)C1=C(C=NN1C)C)F)O N-benzyl-1-(4-(1,4-dimethyl-1H-pyrazol-5-yl)-5-fluoropyrimidin-2-yl)-N-hydroxypiperidine-4-carboxamide